2-fluoro-4-methoxy-5-(quinazolin-5-ylmethoxy)aniline FC1=C(N)C=C(C(=C1)OC)OCC1=C2C=NC=NC2=CC=C1